4-(1-Phenyl-1H-[1,2,3]triazol-4-yl)-piperidine, dihydrochloride Cl.Cl.C1(=CC=CC=C1)N1N=NC(=C1)C1CCNCC1